di-stearoyl-sn-glycerol C(CCCCCCCCCCCCCCCCC)(=O)C([C@@H](C(O)C(CCCCCCCCCCCCCCCCC)=O)O)O